FC=1C=C(NC2C(NC(CC2)=O)=O)C=CC1N1CCC(CC1)CCC1(CCNCC1)F 3-[3-fluoro-4-[4-[2-(4-fluoro-4-piperidinyl)ethyl]-1-piperidinyl]anilino]piperidine-2,6-dione